8-(1-methylpiperidin-4-yl)-1,4-dioxa-8-azaspiro[4.5]decane CN1CCC(CC1)N1CCC2(OCCO2)CC1